1-isobutyl-4-[[4-(trifluoromethyl)phenyl]methyl]indazole-3-carboxylic acid C(C(C)C)N1N=C(C2=C(C=CC=C12)CC1=CC=C(C=C1)C(F)(F)F)C(=O)O